[NH4+].C(#N)C(=O)[O-] cyanocarboxylic acid ammonium salt